C(C)(C)C1=C(NC2=CC=C(C=C12)N1C(C(CC1)NCCNC)=O)C1=CC(=NC=C1)C 1-(3-isopropyl-2-(2-methylpyridin-4-yl)-1H-indol-5-yl)-3-((2-(methylamino)ethyl)amino)pyrrolidin-2-one